N-[[1-(5-chloro-1,3-benzoxazol-2-yl)-4-piperidyl]methyl]-2-[1-(p-tolylsulfonyl)pyrrolidin-3-yl]acetamide ClC=1C=CC2=C(N=C(O2)N2CCC(CC2)CNC(CC2CN(CC2)S(=O)(=O)C2=CC=C(C=C2)C)=O)C1